C(C1=CC=CC=C1)OC1=CC=C2C(=C(C=NC2=C1)C(=O)C1=CC=C(C=C1)OC)Cl (7-(benzyloxy)-4-chloroquinolin-3-yl)(4-methoxyphenyl)methanone